N1C(CCC1)C(=O)N tetrahydropyrrole-2-amide